7-(2-((6-oxo-1,6-dihydropyrimidin-2-yl)oxy)acetyl)-1,3,4,5-tetrahydro-2H-benzo[b]azepin-2-one O=C1C=CN=C(N1)OCC(=O)C1=CC2=C(NC(CCC2)=O)C=C1